NC1=NN2C(C=C(C=C2)C2=CC=C(C=C2)CC(=O)NC2=CC=C3CCNCC3=C2)=N1 2-[4-(2-Amino-[1,2,4]triazolo[1,5-a]pyridin-7-yl)phenyl]-N-(1,2,3,4-tetrahydroisoquinolin-7-yl)acetamide